phenyl Bis(3,5'-trimethylhexyl) phosphate P(=O)(OC1=CC=CC=C1)(OCCCCCC(C)(C)C)OCCCCCC(C)(C)C